FC1=C(C(=CC=C1)C)N1CCC(CC1)N1C(N(C=2C(C1C)=NN(C2)C)CC2=C(C=CC=C2)C(F)(F)F)=O 6-[1-(2-Fluoro-6-methyl-phenyl)-piperidin-4-yl]-2,7-dimethyl-4-(2-trifluoromethylbenzyl)-2,4,6,7-tetrahydro-pyrazolo[4,3-d]pyrimidin-5-one